FC=1C(=C(C=CC1F)[C@H]1[C@H](O[C@](C1)(C(F)(F)F)C)C(=O)NC1=CC(=NC=C1)C(=O)N)OC 4-((2S,3S,5R)-3-(3,4-difluoro-2-methoxyphenyl)-5-methyl-5-(trifluoromethyl)tetrahydrofuran-2-carboxamido)picolinamide